(S)-6-fluorochroman-4-amine HCl Cl.FC=1C=C2[C@H](CCOC2=CC1)N